(5-(6-(1H-Benzo[d]imidazol-2-yl)pyridinyl)hexahydropyrrolo[3,4-c]pyrrol-2(1H)-yl)(6-(phenyl-Amino)pyridin-2-yl)methanone N1C(=NC2=C1C=CC=C2)C2=CC=CC(=N2)N2CC1C(C2)CN(C1)C(=O)C1=NC(=CC=C1)NC1=CC=CC=C1